bisphenol a diphenyl-phosphate C1(=CC=CC=C1)OP(=O)(OC1=CC=CC=C1)O.OC1=CC=C(C=C1)C(C)(C)C1=CC=C(C=C1)O